C(CCCCCCC)C1=C(C=C(C=C1O)CCCCCCCC)O 2,5-Dioctylbenzene-1,3-diol